tert-butyl N-[5-[[2-[2-(6-acetamido-3-pyridyl)-5-methyl-1-piperidyl]-2-oxo-acetyl]amino]-3-ethyl-2-pyridyl]carbamate C(C)(=O)NC1=CC=C(C=N1)C1N(CC(CC1)C)C(C(=O)NC=1C=C(C(=NC1)NC(OC(C)(C)C)=O)CC)=O